1,3-bistrimethylsilyl-1,3,5-triazine C[Si](N1CN(CN=C1)[Si](C)(C)C)(C)C